ClC1=C(C#N)C=C(C=C1)C(=O)N1CC=2C(=NN3C2C(N(CC3)C(C)C3=CC(=NC=C3)C(F)(F)F)=O)C[C@H]1C 2-chloro-5-((3R)-3-methyl-10-oxo-9-(1-(2-(trifluoromethyl)pyridin-4-yl)ethyl)-1,2,3,4,7,8,9,10-octahydropyrido[4',3':3,4]pyrazolo[1,5-a]pyrazine-2-carbonyl)benzonitrile